C1=CC=C(C(=C1)N)Cl Chloroaniline